NC=1C=CC=C2CN(C(C12)=O)CC(=O)NCC(F)(F)F 2-(7-amino-1-oxo-isoindolin-2-yl)-N-(2,2,2-trifluoroethyl)acetamide